OC=1C(=C2CCC(OC2=C(C1C)C)(C)CCCC(C(=O)O)C)C 5-(6-hydroxy-2,5,7,8-tetramethyl-chroman-2-yl)-2-methyl-valeric acid